ClC1=C(C=CC=C1)S(=O)(=O)NC1=NC(=C(C=C1)C=1C=C2C=NC(=NC2=C(C1)CC)NC1CCC(CC1)NC)C 2-chloro-N-(5-(8-ethyl-2-(((1r,4r)-4-(methylamino)cyclohexyl)amino)quinazolin-6-yl)-6-methylpyridin-2-yl)benzenesulfonamide